BrC1=CC(=CC=N1)Cl 6-bromo-4-chloropyridine